C1(CC1)C=1N=CC(=NC1)N[C@@H]1C[C@H](CC1)NC(OC(C)(C)C)=O tert-Butyl ((1S,3S)-3-((5-cyclopropylpyrazin-2-yl)amino)cyclopentyl)carbamate